C1(CC1)CN1C(=CC2=CC=CC=C12)C1=NC2=C(N1CC=1C=NN(C1)COCC[Si](C)(C)C)C(=CC(=C2)C(=O)OC)OC methyl 2-(1-(cyclopropylmethyl)-1H-indol-2-yl)-7-methoxy-1-((1-((2-(trimethylsilyl) ethoxy) methyl)-1H-pyrazol-4-yl) methyl)-1H-benzo[d]imidazole-5-carboxylate